5-methoxy-N1,N2-dimethyl-benzene-1,2,4-triamine COC1=C(C=C(C(=C1)NC)NC)N